C(C)OC(=O)C=1C(=NC=NC1)C(C)C 4-Isopropyl-pyrimidine-5-carboxylic acid ethyl ester